BrC=1C=C2C(=NC1)C(CO2)C=2C(=NC=CC2C(=O)N)C [6-bromo-2H,3H-furo[3,2-b]pyridin-3-yl]-2-methylpyridine-4-carboxamide